OC1=C(C(=CC(=C1)C(F)(F)F)C)C=1C=NC=2C(N1)=NN(C2[C@@H](C)O)[C@H]2CCC(N(C2)C(C)C)=O |o1:21,24| (S or R)-5-(6-(2-hydroxy-6-methyl-4-(trifluoromethyl)phenyl)-3-((R or S)-1-hydroxyethyl)-2H-pyrazolo[3,4-b]pyrazin-2-yl)-1-isopropylpiperidin-2-one